ClC1=C(C=CC=C1)C=1C=C2C(=NC1)NN=C2C(=O)C=2C(=C(C=CC2F)NS(=O)(=O)CCC)F N-(3-(5-(2-chlorophenyl)-1H-pyrazolo[3,4-b]pyridine-3-carbonyl)-2,4-difluorophenyl)propane-1-sulfonamide